(2R,4R)-N2-(5-((+)-1-amino-1-(3-cyanophenyl)-3-cyclopropylpropyl)-2-fluorophenyl)-4-hydroxy-N1-(4-(trifluoromethyl)phenyl)pyrrolidine-1,2-dicarboxamide NC(CCC1CC1)(C1=CC(=CC=C1)C#N)C=1C=CC(=C(C1)NC(=O)[C@@H]1N(C[C@@H](C1)O)C(=O)NC1=CC=C(C=C1)C(F)(F)F)F